2-[4-[3-[3-bromo-2-(trifluoromethyl)phenoxy]propyl]-1-piperidyl]acetic acid BrC=1C(=C(OCCCC2CCN(CC2)CC(=O)O)C=CC1)C(F)(F)F